CC1(CC(C2=CC=CC=C12)(C1=CC=CC=C1)C)C 1,1,3-trimethyl-3-phenylindane